N-(5-((1s,3s)-3-(4-(trifluoromethyl)phenyl)cyclobutoxy)-1H-indol-3-yl)spiro[3.3]heptane-2-carboxamide FC(C1=CC=C(C=C1)C1CC(C1)OC=1C=C2C(=CNC2=CC1)NC(=O)C1CC2(C1)CCC2)(F)F